2-Methyl-7-[rac-(3S)-3-methyl-2,3,4,5-tetrahydropyridin-6-yl]-3,4-dihydro-1H-isoquinoline CN1CC2=CC(=CC=C2CC1)C=1CC[C@@H](CN1)C |r|